1-(cyclopropanesulfonyl)-2'-(quinolin-3-yl)-5',6'-dihydrospiro[azetidine-3,4'-pyrrolo[1,2-b]pyrazole] C1(CC1)S(=O)(=O)N1CC2(CCN3N=C(C=C32)C=3C=NC2=CC=CC=C2C3)C1